C(=CC)N1CCC(CC1)N1[C@@H](C(N(C=2C=NC(=NC12)NC1=C(C=C(C(=O)NC2CC2)C=C1)OCCO)C)=O)CC (R)-4-((8-(1-propenylpiperidin-4-yl)-7-ethyl-5-methyl-6-oxo-5,6,7,8-tetrahydropteridin-2-yl)amino)-N-cyclopropyl-3-(2-hydroxyethoxy)benzamide